4-[(1R)-1-aminoethyl]-2-{6-[(5S)-5-ethyl-6,7-dihydro-5H-pyrrolo[2,1-c][1,2,4]triazol-3-yl]pyridin-2-yl}-6-[methyl(propan-2-yl)amino]-2,3-dihydro-1H-pyrrolo[3,4-c]pyridin-1-one N[C@H](C)C1=NC(=CC2=C1CN(C2=O)C2=NC(=CC=C2)C=2N1C(=NN2)CC[C@@H]1CC)N(C(C)C)C